C[C@@H](CC=O)NC(OC(C)(C)C)=O 1,1-dimethylethyl ((1S)-1-methyl-3-oxopropyl)carbamate